tert-butyl 3-(3-((2-ethyl-4-hydroxyphenyl) amino)-1H-pyrazol-5-yl)-1H-indole-1-carboxylate C(C)C1=C(C=CC(=C1)O)NC1=NNC(=C1)C1=CN(C2=CC=CC=C12)C(=O)OC(C)(C)C